1-(2-methoxyethyl)-3-methyl-pyrazol COCCN1N=C(C=C1)C